[K].[N+](=O)([O-])C(C([N+](=O)[O-])([N+](=O)[O-])[N+](=O)[O-])C Tetranitropropane potassium salt